(R)-2,5,5-trimethyl-2-(3-phenylpropylamino)hexanoic acid C[C@](C(=O)O)(CCC(C)(C)C)NCCCC1=CC=CC=C1